N-[4-chloro-6-(2,6-dimethylphenyl)pyrimidin-2-yl]-3-[(6R)-6-hydroxy-4-(1,2,2-trimethylpropyl)-1,4-diazepane-1-carbonyl]benzenesulfonamide ClC1=NC(=NC(=C1)C1=C(C=CC=C1C)C)NS(=O)(=O)C1=CC(=CC=C1)C(=O)N1CCN(C[C@H](C1)O)C(C(C)(C)C)C